BrC1=C(C=C2C=CN(C2=C1)S(=O)(=O)C)OC1=C(C=C(C=C1)F)F 6-bromo-5-(2,4-difluorophenoxy)-1-(methylsulfonyl)-1H-indole